C[SiH](OC)C.[Cl] chlorine (dimethyl)methoxysilane